7-((1S,2R,4R)-Bicyclo[2.2.1]heptan-2-yl)-4-chloro-5-iodo-7H-pyrrolo[2,3-d]pyrimidine [C@H]12[C@@H](C[C@H](CC1)C2)N2C=C(C1=C2N=CN=C1Cl)I